N-(6-chloropyridazin-3-yl)-2-(((5S,7R,8R,9S,10R)-8-hydroxy-7-(hydroxymethyl)-9-(4-(3,4,5-trifluorophenyl)-1H-1,2,3-triazol-1-yl)-1,6-dioxaspiro[4.5]decan-10-yl)oxy)acetamide ClC1=CC=C(N=N1)NC(CO[C@@H]1[C@H]([C@H]([C@H](O[C@@]12CCCO2)CO)O)N2N=NC(=C2)C2=CC(=C(C(=C2)F)F)F)=O